2-tridecene-5-olide C1(C=CCC(CCCCCCCC)O1)=O